N=1NC=C2CN(CCC21)C(=O)[O-] 6,7-dihydro-2H-pyrazolo[4,3-c]pyridine-5(4H)-carboxylate